2-(4-((4-(3-cyclohexyl-4-(trifluoromethyl)benzyl)piperazin-1-yl)methyl)-2,6-dimethylphenoxy)-2-methylpropanoic acid C1(CCCCC1)C=1C=C(CN2CCN(CC2)CC2=CC(=C(OC(C(=O)O)(C)C)C(=C2)C)C)C=CC1C(F)(F)F